anti-1-methyladenosine CN1C(C=2N=CN([C@H]3[C@H](O)[C@H](O)[C@@H](CO)O3)C2N=C1)=N